C(CCCCCCCCCCCCCCCCCCC)(=O)O.C(C(C)O)O propylene glycol monoarachidate